N1=C(NC2=C1C=CC=C2)CN(CC=2NC1=C(N2)C=CC=C1)CC1=CC(=CC=C1)CN(CC=1NC2=C(N1)C=CC=C2)CC=2NC1=C(N2)C=CC=C1 1,3-bis-(bis-(2-benzimidazolylmethyl)aminomethyl)benzene